(2-cyclopropyl-7-isopropyl-4-oxofuro[2,3-d]pyridazin-5(4H)-yl)-N-((1s,3s)-3-hydroxy-3-methylcyclobutyl)acetamide C1(CC1)C1=CC2=C(C(=NN(C2=O)CC(=O)NC2CC(C2)(C)O)C(C)C)O1